1,1-Dimethylethyl-3-hydroxy-3-[(prop-2-en-1-ylamino)carbonyl]azetidine-1-carboxylate CC(C)(C)OC(=O)N1CC(C1)(C(=O)NCC=C)O